6-chloro-3-(pyridin-4-yl)furo[3,2-b]pyridine ClC=1C=C2C(=NC1)C(=CO2)C2=CC=NC=C2